BrC1=NN(C(=N1)C)CC(C)(O)C 1-(3-bromo-5-methyl-1H-1,2,4-triazol-1-yl)-2-methylpropan-2-ol